(15S)-15-methyl-oxacyclohexadecan-2-one C[C@H]1CCCCCCCCCCCCC(OC1)=O